(tert-butyl 2-((6-chloro-7-(2-fluoro-6-methoxyphenyl)-1-(2-isopropyl-4-methylpyridin-3-yl)-3-nitro-2-oxo-1,2-dihydro-1,8-naphthyridin-4-yl) amino) ethyl) carbamate C(N)(OCC(NC1=C(C(N(C2=NC(=C(C=C12)Cl)C1=C(C=CC=C1OC)F)C=1C(=NC=CC1C)C(C)C)=O)[N+](=O)[O-])C(C)(C)C)=O